NCCOC12CC3(CC(CC(C1)(C3)C)(C2)C)CN2N=CC(=C2C)C=2C(=NC(=CC2)N2CC3=C(C=CC=C3CC2)C(NC=2SC3=C(N2)C=CC=C3)=O)C(=O)OCCCC butyl 3-(1-((3-(2-aminoethoxy)-5,7-dimethyladamantan-1-yl)methyl)-5-methyl-1H-pyrazol-4-yl)-6-(8-(benzo[d]thiazol-2-ylcarbamoyl)-3,4-dihydroisoquinolin-2(1H)-yl)picolinate